5-[(1-{6-chloro-7-[(3,3-difluorocyclobutyl)methoxy]-2-oxo-1,2-dihydroquinolin-3-yl}ethyl)amino]-1-methyl-6-oxo-1,6-dihydropyridine-2-carbonitrile ClC=1C=C2C=C(C(NC2=CC1OCC1CC(C1)(F)F)=O)C(C)NC1=CC=C(N(C1=O)C)C#N